CC(=CCCC(C)=O)CCC=C(C)C 6,10-dimethylundeca-5,9-dien-2-one